tungsten-titanium-tantalum [Ta].[Ti].[W]